(1S,3S,5S)-N-((R)-1-(4-carbamimidoylthiophen-2-yl)ethyl)-2-((9,9-difluoro-9H-fluorene-3-carbonyl)glycyl)-5-methyl-2-azabicyclo[3.1.0]hexane-3-carboxamide C(N)(=N)C=1C=C(SC1)[C@@H](C)NC(=O)[C@H]1N([C@H]2C[C@]2(C1)C)C(CNC(=O)C=1C=CC=2C(C3=CC=CC=C3C2C1)(F)F)=O